C(CCCCCCCC(=O)[O-])(=O)OCC(COC(CCCCCCCC(=O)[O-])=O)OC(CCC(CCCCCCCCCCCC)=O)=O O1-(2-((4-oxohexadecanoyl) oxy) propane-1,3-diyl) bis(azelate)